6-isopropyl-2-(6-(2-(methylsulfonyl)ethyl)-2,6-diazaspiro[3.3]heptan-2-yl)-4H-pyrrolo[3,2-d]thiazole C(C)(C)C1=CNC2=C1N=C(S2)N2CC1(C2)CN(C1)CCS(=O)(=O)C